C(C)(=O)OC=1C=C(C=C(C1)OC(C)=O)C(C)=O 3',5'-Diacetoxyacetophenone